6,8-dichloro-1,2,3,4-tetrahydronaphthalen-2-ol ClC=1C=C2CCC(CC2=C(C1)Cl)O